C(C)C1=C(C(=O)NCCCNC(=O)C2CCN(CC2)C(=O)OC(C)(C)C)C=CC(=C1)NC=1C=2N(C=CN1)C(=CN2)I tert-butyl 4-((3-(2-ethyl-4-((3-iodoimidazo[1,2-a]pyrazin-8-yl)amino)benzamido)propyl)carbamoyl)piperidine-1-carboxylate